CN1N=C(C=C1)S(=O)(=O)NC1=CNC2=CC=C(C=C12)OCCC1=CC=C(C=C1)C(F)(F)F 1-methyl-N-(5-(4-(trifluoromethyl)phenethoxy)-1H-indol-3-yl)-1H-pyrazole-3-sulfonamide